ClC=1C=C(C(=O)NC2=C(N=NS2)C(=O)O)C=CC1 5-(3-chlorobenzamido)-1,2,3-thiadiazole-4-carboxylic acid